5-methyl-1-((2-(trimethylsilyl)ethoxy)methyl)-1H-pyrazol-3-amine CC1=CC(=NN1COCC[Si](C)(C)C)N